decan-4-en CCCC=CCCCCC